FC1=C2C(C=C(OC2=CC=C1F)C1=CC=CC=C1)=O 5,6-Difluoro-4-oxo-2-phenyl-chromen